(7s,15rs)-9-(2,6-difluorophenyl)-3,7-dimethyl-18-thia-2,4,5,8-tetraazatetracyclo[8.8.0.02,6.011,17]octadeca-1(10),3,5,8,11(17)-pentaen-15-ol FC1=C(C(=CC=C1)F)C1=N[C@H](C2=NN=C(N2C=2SC=3C[C@@H](CCCC3C12)O)C)C |&1:20|